C(C=C)(=O)N1C[C@@H](N(CC1)C=1C2=C(N(C(N1)=O)C=1C(=NC=CC1C)C(C)C)N=C(C(=C2)F)C2=C(C=CC=C2SC)F)C 4-((S)-4-acryloyl-2-methylpiperazin-1-yl)-6-fluoro-7-(2-fluoro-6-(methylthio)phenyl)-1-(2-isopropyl-4-methylpyridin-3-yl)pyrido[2,3-d]pyrimidin-2(1H)-one